2,6-Bis(benzyloxy)-3-(4-(4-(4-chloro-2-fluorophenyl)piperidin-1-yl)-3,5-difluorophenyl)pyridine C(C1=CC=CC=C1)OC1=NC(=CC=C1C1=CC(=C(C(=C1)F)N1CCC(CC1)C1=C(C=C(C=C1)Cl)F)F)OCC1=CC=CC=C1